[Sr].[Cu].[Mn].[Fe] iron-manganese-copper-strontium